6-bromo-N4-(4-isopropoxyphenyl)quinoline-3,4-diamine BrC=1C=C2C(=C(C=NC2=CC1)N)NC1=CC=C(C=C1)OC(C)C